6-chloro-1-(4-fluorophenyl)-5-(1-(methylsulfonyl)-1,2,3,6-tetrahydropyridin-4-yl)-1H-indazole ClC1=C(C=C2C=NN(C2=C1)C1=CC=C(C=C1)F)C=1CCN(CC1)S(=O)(=O)C